C(OC(C)(C)C)(OC1=CC2=C(CN(C(O2)=O)CC2=C(C(=CC=C2)NS(NC)(=O)=O)F)C=C1Cl)=O tert-butyl 6-chloro-3-({2-fluoro-3-[(methylsulfamoyl)amino]phenyl}methyl)-2-oxo-3,4-dihydro-2H-1,3-benzoxazin-7-yl carbonate